2-((1-(6-methyl-4-oxo-2-(1-phenyl-1,2,3,6-tetrahydropyridin-4-yl)-4H-chromen-8-yl)ethyl)amino)benzoic acid CC=1C=C2C(C=C(OC2=C(C1)C(C)NC1=C(C(=O)O)C=CC=C1)C=1CCN(CC1)C1=CC=CC=C1)=O